C(#N)C=1C=NC(=NC1)N[C@H](C(=O)O)CCN(CCCCC1=NC=2NCCCC2C=C1)CCC(F)F (S)-2-((5-cyanopyrimidin-2-yl)amino)-4-((3,3-difluoropropyl)(4-(5,6,7,8-tetrahydro-1,8-naphthyridin-2-yl)butyl)amino)butanoic acid